FC1(OC2=C(O1)C=C(C(=C2)NC)N)F 2,2-difluoro-N5-methylbenzo[d][1,3]dioxole-5,6-diamine